FC1(C(CN(CC1)C1=NC2=C(C=CC=C2C=C1C(=O)NC1=CC(=NC=C1)S(N)(=O)=O)F)C)F 2-(4,4-difluoro-3-methylpiperidin-1-yl)-8-fluoro-N-(2-sulfamoylpyridin-4-yl)quinoline-3-carboxamide